[Cl-].C(C1=CC=CC=C1)[N+](CCCCCCCCCCCCCCCC)(CC)C benzyl-methyl-ethyl-hexadecyl-ammonium chloride